2-((5-(2-(1-((3-amino-3-oxopropyl)amino)-4-methylpent-3-yl)-2,6-diazaspiro[3.4]oct-6-yl)-1,2,4-triazin-6-yl)oxy)-N-ethyl-5-fluoro-N-isopropylbenzamide NC(CCNCCC(C(C)C)N1CC2(C1)CN(CC2)C=2N=CN=NC2OC2=C(C(=O)N(C(C)C)CC)C=C(C=C2)F)=O